2,5-difluoropyrazine FC1=NC=C(N=C1)F